BrC1=CC(=C2C=COC(C2=C1)=O)C(F)(F)F 7-bromo-5-(trifluoromethyl)-1H-isochromen-1-one